(2-sulfamoylphenyl)boronic acid S(N)(=O)(=O)C1=C(C=CC=C1)B(O)O